COC[C@@H](C(=O)NC=1SC(=NN1)N[C@H]1CN(CC1)C=1N=NC=CN1)C1=CC=CC=C1 (2S)-3-methoxy-2-phenyl-N-(5-{[(3R)-1-(1,2,4-triazin-3-yl)-3-pyrrolidinyl]amino}-1,3,4-thiadiazol-2-yl)propanamide